7-bromo-2-chloro-5-((2-(trimethylsilyl)ethoxy)methyl)-5H-pyrrolo[3,2-d]pyrimidine BrC1=CN(C2=C1N=C(N=C2)Cl)COCC[Si](C)(C)C